BrC1=CC(=C(C(=O)N2COC3=C(C2)C=CC=C3C3=CC(=C(C(=O)OC)C=C3F)F)C(=C1)Cl)Cl methyl 4-[3-(4-bromo-2,6-dichlorobenzoyl)-2,4-dihydro-1,3-benzoxazin-8-yl]-2,5-difluorobenzoate